C(C)(C)(C)OC(=O)N(CC1CCC1)CC1=CC2=NC=C(C=C2N1C(=O)OC(C)(C)C)CN1N=NC(=C1)C1=C2C=NN(C2=CC=C1)C1OCCCC1 tert-butyl 2-[[tert-butoxycarbonyl(cyclobutylmethyl)amino]methyl]-6-[[4-(1-tetrahydropyran-2-ylindazol-4-yl)triazol-1-yl]methyl]pyrrolo[3,2-b]pyridine-1-carboxylate